N-[6-chloro-5-[(1R)-2-methoxy-1-[(4S)-2-oxo-4-(trifluoromethyl)imidazolidin-1-yl]ethyl]pyridazin-3-yl]-2,2-dimethyl-propanamide ClC1=C(C=C(N=N1)NC(C(C)(C)C)=O)[C@H](COC)N1C(N[C@@H](C1)C(F)(F)F)=O